(+)-(R)-2-(4-chlorobenzoyl)-3-fluoro-5-(1-(4-fluorotetrahydro-2H-pyran-4-yl)-1-hydroxypropyl)benzoic acid methyl ester COC(C1=C(C(=CC(=C1)[C@@](CC)(O)C1(CCOCC1)F)F)C(C1=CC=C(C=C1)Cl)=O)=O